(1R,3S,4S)-3-[4-(8-{2-[ethyl(isopropyl)carbamoyl]-4-fluorophenyl}-3-methylimidazo[1,5-a]pyridin-6-yl)piperazine-1-carbonyl]-2-azabicyclo[2.2.2]octane-2-carboxylic acid tert-butyl ester C(C)(C)(C)OC(=O)N1C2CCC([C@H]1C(=O)N1CCN(CC1)C=1C=C(C=3N(C1)C(=NC3)C)C3=C(C=C(C=C3)F)C(N(C(C)C)CC)=O)CC2